C(#N)C1=CC(=C2C=CN=C(C2=C1)NCCC(=O)O)F 3-[(7-cyano-5-fluoro-1-isoquinolyl)amino]propanoic acid